3-(6-bromo-5-(((1-(4-((3S,4R)-7-hydroxy-3-phenylchroman-4-yl)phenyl)piperidin-4-yl)(methyl)amino)methyl)-1-oxoisoindolin-2-yl)piperidine-2,6-dione BrC1=C(C=C2CN(C(C2=C1)=O)C1C(NC(CC1)=O)=O)CN(C)C1CCN(CC1)C1=CC=C(C=C1)[C@H]1[C@H](COC2=CC(=CC=C12)O)C1=CC=CC=C1